4-{7-[((R)-cyclopropyl-quinolin-3-yl-methyl)-amino]-1-isopropyl-1H-pyrazolo[4,3-d]pyrimidin-5-yl}-1-methyl-piperazin-2-one C1(CC1)[C@H](C=1C=NC2=CC=CC=C2C1)NC=1C2=C(N=C(N1)N1CC(N(CC1)C)=O)C=NN2C(C)C